(Z)-N-(3-(2-cyano-3-hydroxy-3-(5-methylisoxazol-4-yl)acrylamido)phenyl)benzamide C(#N)/C(/C(=O)NC=1C=C(C=CC1)NC(C1=CC=CC=C1)=O)=C(\C=1C=NOC1C)/O